COC1(CC1)CC=1C(=NC=C(C1)C1=NOC(=N1)C(F)(F)F)C=O 3-((1-methoxycyclopropyl)methyl)-5-(5-(trifluoromethyl)-1,2,4-oxadiazol-3-yl)pyridinecarbaldehyde